(3aS,7aR)-3-[4-[4-[6-chloro-4-(trifluoromethyl)-2-pyridyl]piperazin-1-yl]sulfonylphenyl]-3a,4,5,6,7,7a-hexahydrooxazolo[4,5-c]pyridin-2-one ClC1=CC(=CC(=N1)N1CCN(CC1)S(=O)(=O)C1=CC=C(C=C1)N1C(O[C@H]2[C@@H]1CNCC2)=O)C(F)(F)F